(5-tert-butyl-2H-pyrazol-3-yl)-3-[4-(5-{6-[2-(2,6-dioxopiperidin-3-yl)-1,3-dioxo-2,3-dihydro-1H-isoindol-4-yl]-hexyloxy}-benzimidazol-1-yl)-phenyl]-urea C(C)(C)(C)C=1C=C(NN1)NC(=O)NC1=CC=C(C=C1)N1C=NC2=C1C=CC(=C2)OCCCCCCC2=C1C(N(C(C1=CC=C2)=O)C2C(NC(CC2)=O)=O)=O